2-(2-fluoro-6-methoxyphenyl)-6-((4-((S)-3-hydroxypiperidin-1-yl)-5-(1-(1-methylpiperidin-4-yl)-1H-pyrazol-4-yl)pyrimidin-2-yl)amino)nicotinonitrile FC1=C(C(=CC=C1)OC)C1=C(C#N)C=CC(=N1)NC1=NC=C(C(=N1)N1C[C@H](CCC1)O)C=1C=NN(C1)C1CCN(CC1)C